6-(4-(4-((tert-butyldiphenylsilyl)oxy)-3-methyltetrahydrofuran-3-yl)-2-methylpiperazin-1-yl)-5-chloro-1H-indazole [Si](C1=CC=CC=C1)(C1=CC=CC=C1)(C(C)(C)C)OC1C(COC1)(C)N1CC(N(CC1)C1=C(C=C2C=NNC2=C1)Cl)C